O1CCC(=CC1)OS(=O)(=O)C(F)(F)F trifluoromethanesulfonic acid 3,6-dihydro-2H-pyran-4-yl ester